Cl.Cl.C1(CCCCC1)C=1C=C(C=CC1O[C@@H]1CNCC1)C(=O)N1CCC(CC1)OC1=CC(=CC(=C1)N1CCNCC1)F (S)-(3-cyclohexyl-4-(pyrrolidin-3-yloxy)phenyl)(4-(3-fluoro-5-(piperazin-1-yl)phenoxy)piperidin-1-yl)methanone dihydrochloride